C1(=CC=CC2=CC=CC=C12)C1=CC=C(C=C1)C=1OC2=C(N1)C(=CC(=C2)C2=CC=C(C=C2)C2=CC=CC1=CC=CC=C21)C2=CC=C(C=C2)C=2C=NC=CC2 2,6-bis(4-naphthalen-1-yl-phenyl)-4-(4-pyridin-3-yl-phenyl)-benzoxazole